FC=1C=C(C=CC1F)C(C)(O)C=1C=NC(=NC1)C=1CCN(CC1)C1=NC=NN2C1=CC(=C2)C=2C=NN(C2)CC 1-(3,4-difluorophenyl)-1-(2-(1-(6-(1-ethyl-1H-pyrazol-4-yl)pyrrolo[2,1-f][1,2,4]triazin-4-yl)-1,2,3,6-tetrahydropyridin-4-yl)pyrimidin-5-yl)ethan-1-ol